Cl.NC1(CCN(CC1)C1=NC2=CC=C(C=C2C(=N1)NC1=NNC(=C1F)C1CC1)S(=O)(=O)C)C 2-(4-amino-4-methylpiperidin-1-yl)-N-(5-cyclopropyl-4-fluoro-1H-pyrazol-3-yl)-6-(methylsulfonyl)quinazolin-4-amine hydrochloride